C1(CC1)C=1NC(=NN1)C1=CC(=C(C=C1)C(=O)N1CCC(CC1)C(F)(F)F)N1CCCC1 [4-(5-cyclopropyl-4H-1,2,4-triazol-3-yl)-2-pyrrolidin-1-ylphenyl]-[4-(trifluoromethyl)piperidin-1-yl]methanone